COC1=C(C=NC=C1)C1=CC2=C(C(=N1)C)C=NN2C2=NC(=CC(=C2)N2[C@@H]([C@H](C2)CS(=O)(=O)C)C)N2CCCCC2 6-(4-methoxypyridin-3-yl)-4-methyl-1-(4-((2R,3S)-2-methyl-3-((methylsulfonyl)methyl)azetidin-1-yl)-6-(piperidin-1-yl)pyridin-2-yl)-1H-pyrazolo[4,3-c]pyridine